2-[6-[[2-fluoro-4-(trifluoromethylsulfonimidoyl)phenyl]methyl]-2-azaspiro[3.3]heptane-2-carbonyl]-2,5-diazaspiro[3.4]octan-6-one FC1=C(C=CC(=C1)S(=O)(=N)C(F)(F)F)CC1CC2(CN(C2)C(=O)N2CC3(C2)NC(CC3)=O)C1